1-(4-(2-(4-bromophenyl)propan-2-yl)thiazol-2-yl)-3-(3-chloro-4-(piperazin-1-yl)benzyl)urea BrC1=CC=C(C=C1)C(C)(C)C=1N=C(SC1)NC(=O)NCC1=CC(=C(C=C1)N1CCNCC1)Cl